C(C)(=O)O.OC(C)N1C(CCC1)=O 1-hydroxyethyl-pyrrolidone acetate